C(C)(=O)C1=NN(C2=C(C=C(C=C12)C=1C=NC(=NC1)C1(COC1)F)C)CC(=O)N1[C@@H]2C[C@@]2(C[C@H]1C(=O)NC1=NC(=CC=C1C)Br)C (1R,3S,5R)-2-(2-(3-acetyl-5-(2-(3-fluorooxetan-3-yl)pyrimidin-5-yl)-7-methyl-1H-indazol-1-yl)acetyl)-N-(6-bromo-3-methylpyridin-2-yl)-5-methyl-2-azabicyclo[3.1.0]hexane-3-carboxamide